C(C)(=O)C1=CC=NN1 5-acetyl-1H-pyrazole